NC1=C(C=C2C(=N1)C=C(N2)NC(C2=CC=CC=C2)=O)C N-(5-amino-6-methyl-1H-pyrrolo[3,2-b]pyridin-2-yl)benzamide